2-chloro-5-(3-(N-(((1R,2R,3S,4R)-4-(4-chloro-7H-pyrrolo[2,3-d]pyrimidin-7-yl)-2,3-dihydroxycyclopentyl)methyl)acetamido)prop-1-yn-1-yl)benzamide ClC1=C(C(=O)N)C=C(C=C1)C#CCN(C(C)=O)C[C@@H]1[C@H]([C@H]([C@@H](C1)N1C=CC2=C1N=CN=C2Cl)O)O